(Z)-2-((tert-Butoxycarbonyl)imino)-3-(2,4-dimethoxybenzyl)-5-methyl-2,3-dihydrothiazole-4-carboxylic acid methyl ester COC(=O)C=1N(/C(/SC1C)=N/C(=O)OC(C)(C)C)CC1=C(C=C(C=C1)OC)OC